ClC1=CC(=NC=C1)N1N=C(C=C1)CC(=O)OCC Ethyl 2-(1-(4-chloropyridin-2-yl)-1H-pyrazol-3-yl)acetate